Cl.BrC1=C(C=CC=C1)NC1=NC(=NC=C1C(=O)N)NC1=C(C=C2CCN(CC2=C1)C)OC 4-((2-bromophenyl)amino)-2-((6-methoxy-2-methyl-1,2,3,4-tetrahydroisoquinolin-7-yl)amino)pyrimidine-5-carboxamide, hydrochloride